C1(CC1)C1=NC(=NO1)[C@H]1C[C@@H]2CCN(C[C@H]12)C(=O)N[C@H]1C(CCC[C@@H]1N1CCN(CC1)C(C)C)(F)F (1S,6R,8S)-8-(5-cyclopropyl-1,2,4-oxadiazol-3-yl)-N-{(1R,6S)-2,2-difluoro-6-[4-(propan-2-yl)piperazin-1-yl]cyclohexyl}-3-azabicyclo[4.2.0]octane-3-carboxamide